tert-butyl N-[5-(6-cyclopropaneamido-1-[[2-(trimethylsilyl)ethoxy]methyl]pyrrolo[2,3-b]pyridin-3-yl)-4-methylpyridin-2-yl]carbamate C1(CC1)C(=O)NC1=CC=C2C(=N1)N(C=C2C=2C(=CC(=NC2)NC(OC(C)(C)C)=O)C)COCC[Si](C)(C)C